C1=CC(=C(C=C1CC2=CC(=C(C=C2)N)Cl)Cl)N Methylenebis(2-chloroaniline)